O.C(CC(O)(C(=O)O)CC(=O)O)(=O)O citric acid-monohydrate